C(C)(C)(C)OOC(C)(CC)OOC(C)(C)C 2,2-bis(tertbutylperoxy)butane